C(C)C1=C(NC2=CC=C(C=C12)CNC(=O)C1CNCC1)C1=CC(=NC=C1)C N-((3-Ethyl-2-(2-methylpyridin-4-yl)-1H-indol-5-yl)methyl)pyrrolidin-3-carboxamid